[(1R)-3-[3-[2-[5-[tert-butyl(dimethyl)silyl]oxy-1-tetrahydropyran-2-yl-indazol-3-yl]thiazol-4-yl]propoxy]-1-methyl-propyl]methanesulfonate [Si](C)(C)(C(C)(C)C)OC=1C=C2C(=NN(C2=CC1)C1OCCCC1)C=1SC=C(N1)CCCOCC[C@@H](C)CS(=O)(=O)[O-]